C(C)(C)C1=C(NC2=CC=C(C=C12)C1CCN(CC1)CC=O)C=1C=C(C=2N(C1)N=CN2)COC 2-(4-(3-isopropyl-2-(8-(methoxymethyl)-[1,2,4]triazolo[1,5-a]pyridin-6-yl)-1H-indol-5-yl)piperidin-1-yl)ethan-1-one